(2s,4R*)-2-((3S*,4S*)-4-([1,1'-Biphenyl]-3-yl)-3-methylpiperidine-1-carbonyl)-7-oxa-5-azaspiro[3.4]octan-6-one C1(=CC(=CC=C1)[C@@H]1[C@@H](CN(CC1)C(=O)C1CC2(C1)NC(OC2)=O)C)C2=CC=CC=C2 |o1:6,7|